C(NN)(=O)O.C(=O)ONN hydrazino formate (carbazate)